C(C1=CC=CC=C1)(=O)OC(CC)CCCC 3-heptyl benzoate